zinc stearate, magnesium salt [Mg+2].C(CCCCCCCCCCCCCCCCC)(=O)[O-].[Zn+2].C(CCCCCCCCCCCCCCCCC)(=O)[O-].C(CCCCCCCCCCCCCCCCC)(=O)[O-].C(CCCCCCCCCCCCCCCCC)(=O)[O-]